4-[3-[2,6-Dichloro-4-(3-fluoro-3-methylazetidin-1-yl)benzoyl]-2,4-dihydro-1,3-benzoxazin-8-yl]-5-fluoro-2-(3-oxa-8-azabicyclo[3.2.1]octan-8-yl)benzoic acid ClC1=C(C(=O)N2COC3=C(C2)C=CC=C3C3=CC(=C(C(=O)O)C=C3F)N3C2COCC3CC2)C(=CC(=C1)N1CC(C1)(C)F)Cl